NC1=NOC2=NC(=CC(=C21)C2=CC=C(C=C2)NC(=O)NC2=CC(=CC=C2)[N+](=O)[O-])C 1-(4-(3-amino-6-methylisoxazolo[5,4-b]pyridin-4-yl)phenyl)-3-(3-nitrophenyl)urea